7,8-difluoro-1,2,3,4-tetrahydro-quinoline FC1=CC=C2CCCNC2=C1F